(R)-3-((1r,4R)-4-(3-bromo-2-(trifluoromethyl)phenoxy)cyclohexyl)-2-methylpropan-1-ol BrC=1C(=C(OC2CCC(CC2)C[C@H](CO)C)C=CC1)C(F)(F)F